3-methoxy-13-methyl-5,6-dihydro-14H-pyrazino[2'',3'':5',6']pyrido[2',3':3,4]pyrazolo[1,2-a]cinnoline COC1=CC=2CCN3N(C2C=C1)CC1=C3N=C3C(=C1C)N=CC=N3